naphthalene-2-sulfonyl chloride C1=C(C=CC2=CC=CC=C12)S(=O)(=O)Cl